BrC1=C(C)C=CC(=C1F)Cl 2-bromo-4-chloro-3-fluorotoluene